3-bromo-1-(1-methylazetidin-3-yl)pyrazole BrC1=NN(C=C1)C1CN(C1)C